2-(2-(2-(2-aminoethoxy)ethoxy)ethyl)-2-((3-chloro-2-methylphenyl)amino)benzamide NCCOCCOCCC1(C(C(=O)N)C=CC=C1)NC1=C(C(=CC=C1)Cl)C